(5'S,7a'R)-1-(3,5-difluorobenzene-1-carbonyl)-5'-(3,5-difluorophenyl)tetra-hydro-3'H-spiro[piperidine-4,2'-pyrrolo[2,1-b][1,3]oxazol]-3'-one FC=1C=C(C=C(C1)F)C(=O)N1CCC2(C(N3[C@H](O2)CC[C@H]3C3=CC(=CC(=C3)F)F)=O)CC1